N(=[N+]=[N-])CCOCCOCCOCCNC(OC(C)(C)C)=O tert-Butyl (2-(2-(2-(2-azidoethoxy)ethoxy)ethoxy)ethyl)carbamate